4-(methylthio)benzoyl chloride CSC1=CC=C(C(=O)Cl)C=C1